BrCCCCCCCCOC1OCCCC1 2-(8-bromooctyloxy)tetrahydro-2H-pyran